CC1=CNC2=NC=C(C=C21)C=2C=C1CCOCC1=C(C2)C2NCCC2 3-methyl-5-(8-(pyrrolidin-2-yl)isochroman-6-yl)-1H-pyrrolo[2,3-b]pyridine